4-((6-bromo-8-methyl-7-oxo-7,8-dihydropyrido[2,3-d]pyrimidin-2-yl)amino)cyclohexane-1-carboxamide BrC1=CC2=C(N=C(N=C2)NC2CCC(CC2)C(=O)N)N(C1=O)C